N1C(NC(C2=CC=CC=C12)=O)=O 1,3-dihydroquinazoline-2,4-dione